1-(5-chloro-3-fluoropyridin-2-yl)ethylamine hydrochloride Cl.ClC=1C=C(C(=NC1)C(C)N)F